3-[[(3R,4R)-4-[4-Chloro-2-(5-fluoro-2-pyridyl)-1H-imidazol-5-yl]-3-methyl-1-piperidyl]sulfonyl]-N-[1-(hydroxymethyl)cyclopentyl]propenamide ClC=1N=C(NC1[C@H]1[C@H](CN(CC1)S(=O)(=O)C=CC(=O)NC1(CCCC1)CO)C)C1=NC=C(C=C1)F